2-(6-(ethylamino)-4-(3-((4-methyl-4H-1,2,4-triazol-3-yl)methyl)oxetan-3-yl)pyridin-2-yl)-6-(((1-methylcyclobutyl)amino)methyl)-4-(trifluoromethyl)isoindolin-1-one C(C)NC1=CC(=CC(=N1)N1C(C2=CC(=CC(=C2C1)C(F)(F)F)CNC1(CCC1)C)=O)C1(COC1)CC1=NN=CN1C